benzyl-N-(1-methyl-2-oxo-2,3,4,5-tetrahydro-1H-imidazo[1,5-a][1,3]diazepin-3-yl)-1H-1,2,4-triazole-3-carboxamide C(C1=CC=CC=C1)N1N=C(N=C1)C(=O)NC1C(N(C=2N(CC1)C=NC2)C)=O